N1=C(C=CC=C1)SSC1=NC=CC(=C1)C#N 2-(2-pyridyldithio)-4-pyridinecarbonitrile